phenoxy-isopropanol O(C1=CC=CC=C1)C(C)(C)O